hafnium 5-methylpyridinecarboxamide CC=1C=CC(=NC1)C(=O)N.[Hf]